2-amino-3-bromo-N-((6-bromo-3-pyridazinyl)methyl)-N-((1R)-1-(1,3-thiazol-2-yl)ethyl)-6-quinolinecarboxamide NC1=NC2=CC=C(C=C2C=C1Br)C(=O)N([C@H](C)C=1SC=CN1)CC=1N=NC(=CC1)Br